(3-cyanophenyl)((4-methoxy-3,5-dimethylpyridin-2-yl)methyl)carbamic acid tert-butyl ester C(C)(C)(C)OC(N(CC1=NC=C(C(=C1C)OC)C)C1=CC(=CC=C1)C#N)=O